ClC1=C(C(=O)N)C(=CC=C1)C1=C2CN(CC2=CC=C1)C#N 2-chloro-6-(2-cyanoisoindolin-4-yl)benzamide